C1CCC2=C(C=3CCCC3C=C12)NC(=O)N=S(=O)(N)C1=CN=C(S1)C(COCCO)(COCCO)O N'-((1,2,3,5,6,7-hexahydro-s-indacen-4-yl)carbamoyl)-2-(2-hydroxy-1,3-bis(2-hydroxyethoxy)propan-2-yl)thiazole-5-sulfonimidamide